2-(3-chloro-4-methoxyphenyl)-3-(pyridin-4-yl)-6,7-dihydropyrazolo[1,5-a]pyrazin ClC=1C=C(C=CC1OC)C1=NN2C(C=NCC2)=C1C1=CC=NC=C1